3-amino-2-(3-hydroxy-2,6-dimethylphenyl)-9-methyl-2,6,11-triazatricyclo[6.3.1.0^{4,12}]dodeca-1(11),3,8(12),9-tetraen-5-one NC=1N(C2=NC=C(C=3CNC(C1C23)=O)C)C2=C(C(=CC=C2C)O)C